ClC=1N=C(C2=C(N1)NC=C2)N[C@H]2CN(CC[C@@H]2C)C(=O)OC(C)(C)C |r| rac-(3R,4S)-tert-Butyl 3-((2-chloro-7H-pyrrolo[2,3-d]pyrimidin-4-yl)amino)-4-methylpiperidine-1-carboxylate